FC(OC1=C(C=C(C=C1)OC(F)F)C1=NN(C=C1NC(=O)C=1C=NN2C1N=CC=C2)CC2=NN=NN2C2OCCCC2)F N-(3-(2,5-bis(difluoromethoxy)phenyl)-1-((1-(tetrahydro-2H-pyran-2-yl)-1H-tetrazol-5-yl)methyl)-1H-pyrazol-4-yl)pyrazolo[1,5-a]pyrimidine-3-carboxamide